3-Hydroxy-octacosanoic acid OC(CC(=O)O)CCCCCCCCCCCCCCCCCCCCCCCCC